tert-butyl-Pyridine-1-carboxylic acid tert-butyl ester C(C)(C)(C)OC(=O)N1C(C=CC=C1)C(C)(C)C